(-)-7-[4-{4-[3,5-bis(trifluoromethyl)phenoxy]phenyl}-5-(2,2-difluoropropyl)-6-oxo-1,4,5,6-tetrahydropyrrolo[3,4-c]pyrazol-3-yl]-1,3-benzoxazol-2(3H)-one FC(C=1C=C(OC2=CC=C(C=C2)C2N(C(C=3NN=C(C32)C3=CC=CC=2NC(OC23)=O)=O)CC(C)(F)F)C=C(C1)C(F)(F)F)(F)F